ClC1=CC=C(C=C1)NC(NC1=CC(=CC=C1)C1=CSC(=C1)C)=O 3-(4-chlorophenyl)-1-[3-(5-methylthiophene-3-yl)phenyl]urea